tert-Butyl (2R)-2-{[5-(2-chloro-5-cyanophenyl)-1-trityl-1H-indazol-3-yl]carbamoyl}morpholine-4-carboxylate ClC1=C(C=C(C=C1)C#N)C=1C=C2C(=NN(C2=CC1)C(C1=CC=CC=C1)(C1=CC=CC=C1)C1=CC=CC=C1)NC(=O)[C@H]1CN(CCO1)C(=O)OC(C)(C)C